(2s,4r)-2-((benzyloxy)carbonyl)-4-fluoropyrrolidin-1-ium chloride [Cl-].C(C1=CC=CC=C1)OC(=O)[C@H]1[NH2+]C[C@@H](C1)F